FC(C1(CC1)C1=NOC(=C1)C[C@@H]1[C@@H]([C@H]([C@H]([C@H](O1)CO)O)N1N=NC(=C1)C1=CC(=C(C(=C1)F)F)F)OC)F (2R,3R,4S,5R,6R)-6-((3-(1-(difluoromethyl)cyclopropyl)isoxazol-5-yl)methyl)-2-(hydroxymethyl)-5-methoxy-4-(4-(3,4,5-trifluorophenyl)-1H-1,2,3-triazol-1-yl)tetrahydro-2H-pyran-3-ol